C1(=C(C=CC=C1)NC1=CC=C(C=C1)NC1=C(C=CC=C1)C)C di(o-tolyl)-p-phenylenediamine